C(CC(=O)C)(=O)OCCOCCOCCO triethyleneglycol acetoacetate